2-[(4-{6-[(4-Chloro-2-fluorobenzyl)oxy]pyridin-2-yl}piperidin-1-yl)methyl]-1-[(2S)-tetrahydrofuran-2-ylmethyl]-1H-benzimidazol ClC1=CC(=C(COC2=CC=CC(=N2)C2CCN(CC2)CC2=NC3=C(N2C[C@H]2OCCC2)C=CC=C3)C=C1)F